(S)-ethyl 8-(2-amino-6-((R)-1-(3',5'-dichloro-3-(3-methyl-1H-pyrazol-1-yl)-[1,1'-biphenyl]-4-yl)-2,2,2-trifluoroethoxy)pyrimidin-4-yl)-2,8-diazaspiro[4.5]decane-3-carboxylate NC1=NC(=CC(=N1)N1CCC2(C[C@H](NC2)C(=O)OCC)CC1)O[C@@H](C(F)(F)F)C1=C(C=C(C=C1)C1=CC(=CC(=C1)Cl)Cl)N1N=C(C=C1)C